C(C=C)NC1=NC(=NC(=N1)N)NCC=C N2,N6-di(prop-2-enyl)-1,3,5-triazin-2,4,6-triamine